tert-butyl (4R,5R)-4-[4-[2-(2,5-dioxopyrrolidin-1-yl)ethoxy]phenyl]-5-[((3-oxo-2,3-dihydro-1H-isoindol-5-yl)oxy)methyl]azepane-1-carboxylate O=C1N(C(CC1)=O)CCOC1=CC=C(C=C1)[C@@H]1CCN(CC[C@H]1COC=1C=C2C(NCC2=CC1)=O)C(=O)OC(C)(C)C